C1(=CC=CC=C1)C1=NC(=CC(=N1)C=1C=C(C=C(C1)N1C2=CC=C(C=C2C=2C=C(C=CC12)C1=CC(=CC(=C1)C)C)C1=CC(=CC(=C1)C)C)N1C2=CC=C(C=C2C=2C=C(C=CC12)C1=CC(=CC(=C1)C)C)C1=CC(=CC(=C1)C)C)C1=CC=CC=C1 9,9'-(5-(2,6-diphenylpyrimidin-4-yl)-1,3-phenylene)bis(3,6-bis(3,5-dimethylphenyl)-9H-carbazole)